CSC=1N=NC(=CN1)C(F)(F)F (methylthio)-6-(trifluoromethyl)-1,2,4-triazine